dimethyl-2,2'-azobis(2-Methylpropionate) COC(C(C)(C)N=NC(C(=O)OC)(C)C)=O